(E)-3-(3-chloro-6-(4-chloro-1H-1,2,3-triazol-1-yl)-2-fluorophenyl)acrylic acid ClC=1C(=C(C(=CC1)N1N=NC(=C1)Cl)/C=C/C(=O)O)F